bis(4,5,6,7-tetrahydroindenyl)zirconium dichloride [Cl-].[Cl-].C1(C=CC=2CCCCC12)[Zr+2]C1C=CC=2CCCCC12